CN1CC(C1)(O)C1=CC=2C(=NC(=CC2)C2=CC=3C(N=C2)=NN(C3)C)S1 1-methyl-3-(6-(2-methyl-2H-pyrazolo[3,4-b]pyridin-5-yl)thieno[2,3-b]pyridin-2-yl)-3-azetidinol